NC=1C=C(C=C2C=C(N=CC12)NC(=O)[C@H]1[C@H](C1)F)C=1C(=NC(=CC1)OC)C |r| (±)-cis-N-[8-amino-6-(6-methoxy-2-methyl-3-pyridinyl)-3-isoquinolinyl]-2-fluoro-cyclopropanecarboxamide